4-amino-N-(4-((3-chloro-2-fluorophenyl)amino)-7-methylquinazolin-8-yl)quinazolin-8-carboxamide NC1=NC=NC2=C(C=CC=C12)C(=O)NC=1C(=CC=C2C(=NC=NC12)NC1=C(C(=CC=C1)Cl)F)C